C(C)(C)C1=C(NC2=CC=C(C=C12)C1CCN(CC1)CC(=O)N(C)C)C1=CN(C(C(=C1)C1=CC=CC=C1)=O)C 2-(4-(3-isopropyl-2-(1-methyl-6-oxo-5-phenyl-1,6-dihydropyridin-3-yl)-1H-indol-5-yl)piperidin-1-yl)-N,N-dimethylacetamide